FC=1C(=C(C=CC1F)[C@@H]1[C@@H](O[C@@]([C@H]1C)(C(F)(F)F)C)C(=O)NC1=CC(=NC=C1)C(=O)N)OC(C)C (2R,3R,4S,5S)-4-[[3-(3,4-Difluoro-2-isopropoxy-phenyl)-4,5-dimethyl-5-(trifluoromethyl)tetrahydrofuran-2-carbonyl]amino]pyridin-2-carboxamid